C=1(O)C(O)=CC=CC1.C=1(O)C(O)=CC=CC1.[B] boron dicatechol